4-((1S,2S)-2-(difluoromethyl)cyclopropyl)-6-(2,4-dimethoxypyrimidin-5-yl)pyridazine-3-carbonitrile FC([C@@H]1[C@H](C1)C1=C(N=NC(=C1)C=1C(=NC(=NC1)OC)OC)C#N)F